COC(=O)C1CCCCC1 methylcyclohexylformate